BrC=1C=CC(=NC1)N1N=C(C=C1C1CC1)C(F)(F)F 5-bromo-2-[5-cyclopropyl-3-(trifluoromethyl)pyrazol-1-yl]pyridine